C(C1=CC=CC=C1)OC1=CC=C(C=N1)[C@@H]1OCC[C@@H](C1)C(=O)NC1=NC(=CN=C1C(=O)C12CC(C1)(C2)C(F)(F)F)C (2R,4S)-2-(6-(benzyloxy)pyridin-3-yl)-N-(6-methyl-3-(3-(trifluoromethyl)bicyclo[1.1.1]pentane-1-carbonyl)pyrazin-2-yl)tetrahydro-2H-pyran-4-carboxamide